FC(C=1C=NC(=NC1)C=1C=C2C(=CN(C(C2=CC1F)=O)C[C@H]1C[C@H](CCC1)NC=1C=NNC(C1C(F)(F)F)=O)F)F 6-(5-(difluoromethyl)pyrimidin-2-yl)-4,7-difluoro-2-(((1R,3S)-3-((6-oxo-5-(trifluoromethyl)-1,6-dihydropyridazin-4-yl)amino)cyclohexyl)methyl)isoquinolin-1(2H)-one